tert-butyl (7S)-7-morpholino-5-oxa-2-azaspiro[3.4]octane-2-carboxylate O1CCN(CC1)[C@@H]1COC2(CN(C2)C(=O)OC(C)(C)C)C1